7-(4-fluoro-2-methylphenyl)-1-(2-morpholinoethyl)-3,4-dihydroquinolin-2(1H)-one FC1=CC(=C(C=C1)C1=CC=C2CCC(N(C2=C1)CCN1CCOCC1)=O)C